CC=1N=CC(=NC1)N[C@H]1CN(CC1)C(=O)C1=CC=C(C=C1)NC(C=C)=O (R)-N-(4-(3-((5-methylpyrazin-2-yl)amino)pyrrolidine-1-carbonyl)phenyl)acrylamide